4-[1-[2-cyclopropyl-6-(oxacyclohex-4-ylmethoxy)pyridine-4-carbonyl]azetidin-3-yl]sulfanyl-3-fluorobenzenesulfonamide C1(CC1)C1=NC(=CC(=C1)C(=O)N1CC(C1)SC1=C(C=C(C=C1)S(=O)(=O)N)F)OCC1CCOCC1